C(C)(C)(C)OC(=O)N1CCC(CC1)C(=O)O 1-(tert-Butoxycarbonyl)-4-piperidinecarboxylic acid